4-(diphenylphosphinoyl)-2,3,5,6-tetrafluorobenzonitrile C1(=CC=CC=C1)P(=O)(C1=C(C(=C(C#N)C(=C1F)F)F)F)C1=CC=CC=C1